COC(C(=C)C1=CNC2=CC=CC=C12)=O 1H-indol-3-yl-acrylic acid methyl ester